(+-)-N,N'-bis(2-diphenylphosphino-1-naphthaloyl)-1,2-cyclohexanediamine C1(=CC=CC=C1)P(C1=C(C2=CC=CC=C2C=C1)C(=O)NC1C(CCCC1)NC(=O)C1=C(C=CC2=CC=CC=C12)P(C1=CC=CC=C1)C1=CC=CC=C1)C1=CC=CC=C1